6-chloro-N-[5-(fluoromethoxy)-4,6-dimethoxy-pyrimidin-2-yl]-1H-indole-3-sulfonamide ClC1=CC=C2C(=CNC2=C1)S(=O)(=O)NC1=NC(=C(C(=N1)OC)OCF)OC